C(C)(C)(C)OC(=O)NCCCN1N=C2C(CN(CC2)C(C2=CC(=C(C=C2)Cl)Cl)=O)=C1C(=O)OCC Ethyl 2-{3-[(tert-butoxycarbonyl)amino]propyl}-5-(3,4-dichlorobenzoyl)-4,5,6,7-tetrahydro-2H-pyrazolo[4,3-c]pyridine-3-carboxylate